CC(CCCCCCCCC)N1C(=O)C2C3C=CC(C2C1=O)C3 N-(1-methyldecyl)-bicyclo[2.2.1]Hept-5-ene-2,3-dicarboximide